ClC=1C(=C(C=CC1OCC1CC(C1)(F)F)NC=1C2=C(N=CN1)C=C(C(=N2)N2[C@@H]1CN[C@H](C2)C1)F)F N-[3-Chloro-4-[(3,3-difluorocyclobutyl)methoxy]-2-fluoro-phenyl]-6-[(1S,4S)-2,5-diazabicyclo[2.2.1]heptan-2-yl]-7-fluoro-pyrido[3,2-d]pyrimidin-4-amine